4-[1-[(Z)-1-aminoprop-1-enyl]-5-(methyleneamino)pyrazol-4-yl]-N-[2-(dimethylamino)ethyl]benzamide N/C(=C/C)/N1N=CC(=C1N=C)C1=CC=C(C(=O)NCCN(C)C)C=C1